ClC=1C=CC2=C([C@H]([C@H](CN(S2(=O)=O)[C@@H](C(C)C2=C(C(=CC=C2F)C)C)C2=NNC(O2)=O)O)O)C1 5-((1S)-1-((4S,5R)-7-chloro-4,5-dihydroxy-1,1-dioxido-4,5-dihydrobenzo[f][1,2]thiazepin-2(3H)-yl)-2-(6-fluoro-2,3-dimethylphenyl)propyl)-1,3,4-oxadiazol-2(3H)-one